ClC=1C(N(N=CC1NC[C@H]1COCCC1)C1CCN(CC1)S(=O)(=O)C1=C(C=C(C=C1)OC(C)C)F)=O 4-chloro-2-[1-[2-fluoro-4-(1-methylethoxy)phenyl]sulfonyl-4-piperidyl]-5-[[(3S)-tetrahydropyran-3-yl]methylamino]pyridazin-3-one